3,3-difluoro-1-(1,3,4-thiadiazol-2-yl)cyclobutane-1-amine hydrochloride Cl.FC1(CC(C1)(N)C=1SC=NN1)F